3-chloro-1,2-hexanediol ClC(C(CO)O)CCC